C(C)(C)(C)OC(=O)NCC1=CC=C(C=C1)NC(C1=CC=C(C(=O)O)C=C1)=O N-[4-(tert-butoxycarbonylamino-methyl)-phenyl]-terephthalamic acid